N-(1-(3-((tert-butyldimethylsilyl)oxy)propoxy)-5,5,5-trifluoropent-3-yn-2-yl)-2-methylpropane-2-sulfinamide [Si](C)(C)(C(C)(C)C)OCCCOCC(C#CC(F)(F)F)NS(=O)C(C)(C)C